ClC1=CC2=C(C3=CC=CC=C3C(=C2C=C1)OCCCCC(=O)OCC)OCCCCC(=O)OCC 2-chloro-9,10-bis(ethoxycarbonylbutyleneoxy)anthracene